methyl 7-(2-(8-(2-(dimethylamino)-3-(octyloxy)propoxy)octyl)cyclopropyl)heptanoate CN(C(COCCCCCCCCC1C(C1)CCCCCCC(=O)OC)COCCCCCCCC)C